C(C)(C)(C)OC(=O)OC=1C=C(C=C(C1)C(=O)OC)C(=O)OC dimethyl 5-tert-butoxycarbonyloxybenzene-1,3-dicarboxylate